NC=1C(=C(C=C2C=C(N=CC12)NC(OC12CCN(CC2C1)C)=O)C1=C(C2=C(OCCN2)N=C1)C)F 3-Methyl-3-azabicyclo[4.1.0]heptan-6-yl (8-amino-7-fluoro-6-(8-methyl-2,3-dihydro-1H-pyrido[2,3-b][1,4]oxazin-7-yl)isoquinolin-3-yl)carbamate